Racemic-3-(4-((4-(morpholinomethyl)benzyl)oxy)-1-oxoisoindolin-2-yl)piperidine-2,6-dione O1CCN(CC1)CC1=CC=C(COC2=C3CN(C(C3=CC=C2)=O)[C@H]2C(NC(CC2)=O)=O)C=C1 |r|